FC1=C(N)C=CC(=C1C)OC1=CC2=C(N(N=N2)C)C(=C1F)C 2-fluoro-4-((6-fluoro-1,7-dimethyl-1H-benzo[d][1,2,3]triazol-5-yl)-oxy)-3-methylaniline